[(1R,3R,4R,7S)-1-[[bis(4-methoxyphenyl)-phenylmethoxy]methyl]-3-[5-methyl-2-oxo-4-(1,2,4-triazol-1-yl)pyrimidin-1-yl]-5-pyrimidin-4-yl-2-oxa-5-azabicyclo[2.2.1]heptan-7-yl]acetate COC1=CC=C(C=C1)C(OC[C@]12O[C@H]([C@H](N(C1)C1=NC=NC=C1)[C@@H]2CC(=O)[O-])N2C(N=C(C(=C2)C)N2N=CN=C2)=O)(C2=CC=CC=C2)C2=CC=C(C=C2)OC